(S)-3-(1-Acryloylpiperidin-3-yl)-7-amino-1-(4-(2,6-difluorophenoxy)phenyl)-1,5-dihydro-4H-pyrazolo[3,4-d]pyridazin-4-on C(C=C)(=O)N1C[C@H](CCC1)C1=NN(C=2C(=NNC(C21)=O)N)C2=CC=C(C=C2)OC2=C(C=CC=C2F)F